NC=1C=CC(=C(C#N)C1)B1OC(C(O1)(C)C)(C)C 5-Amino-2-(4,4,5,5-tetramethyl-1,3,2-dioxaborolan-2-yl)benzonitrile